Ethyl N-(2-(3-(4-amino-3-chlorobenzamido)-2-oxopyridin-1(2H)-yl)propanamido)-N-(2-chloroacetyl)glycinate NC1=C(C=C(C(=O)NC=2C(N(C=CC2)C(C(=O)NN(CC(=O)OCC)C(CCl)=O)C)=O)C=C1)Cl